O1CCOC2=C1C=CC(=C2)S(=O)(=O)C2=CC=C(C=C2)CNC(=O)C2=CC=1C(=CN=CC1)O2 N-{[4-(2,3-dihydro-1,4-benzodioxine-6-sulfonyl)phenyl]methyl}furo[2,3-c]pyridine-2-carboxamide